(R)-2-fluoro-3-methyl-6-(4-((1-methylpiperidin-3-yl)amino)-5,6,7,8-tetrahydrophthalazin-1-yl)phenol FC1=C(C(=CC=C1C)C1=NN=C(C=2CCCCC12)N[C@H]1CN(CCC1)C)O